ClC1=CC(=CN2C(=CC(=C12)C#CCO)C=1SC(=NN1)C(F)F)S(=O)(=O)NC1(CC1)CF 8-chloro-3-(5-(difluoromethyl)-1,3,4-thiadiazol-2-yl)-N-(1-(fluoromethyl)cyclopropyl)-1-(3-hydroxyprop-1-yn-1-yl)indolizine-6-sulfonamide